1-((2,8-dioxaspiro[4.5]decane-3-yl)methyl)-2-((4-(3-(4-chloro-2-fluorophenyl)-2,3-dihydrobenzo[b][1,4]dioxin-5-yl)piperidin-1-yl)methyl)-1H-benzo[d]imidazole-6-carboxylic acid C1OC(CC12CCOCC2)CN2C(=NC1=C2C=C(C=C1)C(=O)O)CN1CCC(CC1)C1=CC=CC=2OCC(OC21)C2=C(C=C(C=C2)Cl)F